FC=1C=C2C(=C(NC2=C(C1)F)C1=CC=C(C=C1)F)C1CC(C1)(C)CN [3-[5,7-difluoro-2-(4-fluorophenyl)-1H-indol-3-yl]-1-methyl-cyclobutyl]methanamine